4-bromo-5-methoxy-2,3-dihydroinden-1-one BrC1=C2CCC(C2=CC=C1OC)=O